C(C)(C)(C)OC(=O)N1CCC(=CC1)C1=C(C=C(C=C1)NC(C1=CC=C(C=C1)C(NC1=CC=C(C=C1)CNC(=O)OC(C)(C)C)=O)=O)OC 4-(4-{4-[4-(tert-butoxycarbonylamino-methyl)-phenylcarbamoyl]-benzoylamino}-2-methoxy-phenyl)-3,6-dihydro-2H-pyridine-1-carboxylic acid tert-butyl ester